Cl.ClC1=NN2C(N=CC(=C2[C@H](C)OC)NC2=CC=C(C=C2)[C@@H](C(F)(F)F)N(C(=O)C2CNCC2)C)=N1 N-((S)-1-(4-((2-chloro-7-((S)-1-methoxyethyl)-[1,2,4]triazolo[1,5-a]pyrimidin-6-yl)amino)phenyl)-2,2,2-trifluoroethyl)-N-methylpyrrolidine-3-carboxamide hydrochloride